methyl 3-(1,2,3,4-tetrahydro-1,4-epoxynaphthalen-6-yl)tetrahydro-1H-pyrrolizin-7a(5H)-carboxylate C12CCC(C3=CC(=CC=C13)C1CCC3(CCCN13)C(=O)OC)O2